4-Dimethylamino-1-naphthaldehyde CN(C1=CC=C(C2=CC=CC=C12)C=O)C